BrC=1C=C(C=CC1)C1=NNC=C1C1N(C2=CC=CC=C2C(N1)=O)C 2-[3-(3-Bromophenyl)-1H-pyrazol-4-yl]-1-methyl-2,3-dihydro-quinazolin-4-one